ClC1=NC=2C(CCCC2C=C1)N(C)C 2-chloro-N,N-dimethyl-5,6,7,8-tetrahydroquinolin-8-amine